caprylic acid carbon [C].C(CCCCCCC)(=O)O